FC=1C=2N(C=CC1)N=C(C2)[C@@H]2N(CCC1=C2N=CN1)C(=O)C1=C(N=CO1)C (R)-(4-(4-fluoropyrazolo[1,5-a]pyridin-2-yl)-6,7-dihydro-1H-imidazo[4,5-c]pyridin-5(4H)-yl)(4-methyloxazol-5-yl)methanone